(+/-)-endo-7-((3-(methylcarbamoyl)-7-(trifluoromethyl)thieno[3,2-b]pyridin-5-yl)oxy)-3-oxa-9-azabicyclo[3.3.1]nonane-9-carboxylic acid tert-butyl ester C(C)(C)(C)OC(=O)N1C2COCC1CC(C2)OC2=CC(=C1C(=N2)C(=CS1)C(NC)=O)C(F)(F)F